COC=1C=C(CNC2=NC3=CC=CC=C3C(=N2)NCCN2CCN(CC2)C)C=CC1 N2-(3-methoxybenzyl)-N4-(2-(4-methylpiperazin-1-yl)ethyl)quinazoline-2,4-diamine